[2-Chloro-4-fluoro-5-(5-fluoro-7-morpholin-4-ylquinazolin-4-yl)phenyl]-(6-methoxypyridazin-3-yl)methanol ClC1=C(C=C(C(=C1)F)C1=NC=NC2=CC(=CC(=C12)F)N1CCOCC1)C(O)C=1N=NC(=CC1)OC